[N+](=O)([O-])CC(CC(=O)O)C1=CSC=C1 4-nitro-3-(thiophen-3-yl)butyric acid